1-ETHYL-AZETIDINE-3-CARBOXYLIC ACID C(C)N1CC(C1)C(=O)O